IC1=CN(C2=C1C=[N+](C=C2)[O-])C 3-iodo-1-methyl-1H-pyrrolo[3,2-c]pyridine 5-oxide